(2S,4S)-1-tert-butoxycarbonyl-4-[tert-butoxycarbonyl-[6-[2-[3-(methylamino)propylamino]-3-(trifluoromethyl)phenyl]-2-pyridyl]amino]pyrrolidine-2-carboxylic acid C(C)(C)(C)OC(=O)N1[C@@H](C[C@@H](C1)N(C1=NC(=CC=C1)C1=C(C(=CC=C1)C(F)(F)F)NCCCNC)C(=O)OC(C)(C)C)C(=O)O